(Z)-4-(4-oxo-4-phenylbutyl)-5-((triisopropylsilyl)methylene)furan-2(5H)-one O=C(CCCC/1=CC(O\C1=C/[Si](C(C)C)(C(C)C)C(C)C)=O)C1=CC=CC=C1